P(=O)(OCC(=O)O)(OCC[N+](C)(C)C)[O-] carboxymethyl (2-(trimethylammonio)ethyl) phosphate